[O-2].[Zn+2].[Al+3].[Sn+4] tin Aluminum Zinc Oxide